(S)-N-(3-methyl-4-((1-methyl-1H-benzo[d]imidazol-5-yl)oxy)phenyl)-1,2,3,4,4a,5-hexahydropyrazino[1,2-d]pyrimido[4',5':5,6]pyrido[3,2-b][1,4]oxazin-11-amine CC=1C=C(C=CC1OC1=CC2=C(N(C=N2)C)C=C1)NC1=NC=NC2=CC=3OC[C@H]4N(C3N=C21)CCNC4